7-methyl-2-oxo-6-azaspiro[3.4]octane CC1NCC2(CC(C2)=O)C1